[Cu].[Cr].[Cu] copper-chromium-copper